BrC1=C2N=C(C=NC2=CC=C1OC=1C=CC2=C(N(C(=N2)C)COCC[Si](C)(C)C)C1)C=1C=NN(C1)CC1CCSCC1 2-[[6-[5-bromo-3-[1-(tetrahydrothiopyran-4-ylmethyl)pyrazol-4-yl]quinoxalin-6-yl]oxy-2-methyl-benzimidazol-1-yl]methoxy]ethyl-trimethyl-silane